1'-((3-ethyl-2-carbonyl-1,2-dihydropyrido[2,3-b]pyrazin-7-yl)methyl)-N-methyl-1',2',3',6'-tetrahydro-[3,4'-bipyridine]-6-carboxamide C(C)C=1C(NC2=C(N1)N=CC(=C2)CN2CCC(=CC2)C=2C=NC(=CC2)C(=O)NC)=C=O